C(C)(C)C(CNCCNCCN1CCNCC1)N 1-isopropyl-N2-(2-((2-(piperazin-1-yl)ethyl)amino)ethyl)ethane-1,2-diamine